N1(CCCC1)CCC1=NC(=CC=C1)C=C 2-(2-pyrrolidin-1-ylethyl)-6-vinylpyridine